Butyl 4-(5-((3-ethoxy-3-oxopropyl)amino)-4,6-difluoro-3-methyl-1H-indol-1-yl)piperidine-1-carboxylate C(C)OC(CCNC=1C(=C2C(=CN(C2=CC1F)C1CCN(CC1)C(=O)OCCCC)C)F)=O